(5-((3,6-difluoro-4-oxo-4,5-dihydropyrazolo[1,5-a]quinoxalin-7-yl)methyl)-5,6-dihydropyrrolo[3,4-c]pyrazol-2(4H)-yl)-N-methylpicolinamide FC=1C=NN2C1C(NC1=C(C(=CC=C21)CN2CC1=NN(C=C1C2)C=2C(=NC=CC2)C(=O)NC)F)=O